BrC1=CC(=C(C(=O)Cl)C(=C1)N1CCC2(CC2)CC1)F 4-bromo-2-fluoro-6-(6-azaspiro[2.5]oct-6-yl)benzoyl chloride